FC(C1=CC=C(C=N1)OCC1CCN(CC1)C(=O)N1C[C@@H]2[C@@H](OCC(N2)=O)CC1)(F)F (4aR,8aS)-6-(4-(((6-(trifluoromethyl)pyridin-3-yl)oxy)methyl)piperidine-1-carbonyl)hexahydro-2H-pyrido[4,3-b][1,4]oxazin-3(4H)-one